P(=O)([O-])([O-])[O-].[Na+].C(C)C(CCCCC)(CC)OC(CCCCC)(CC)CC.[Na+].[Na+] diethylhexyl ether sodium phosphate